ClC=1C=C(C#N)C=C(C1)[C@H](CN1[C@@H](C[C@@H](C1)COC1=CC=C(C=C1)S(=O)(=O)C)C)C 3-chloro-5-[(2R)-1-[(2R,4s)-4-[(4-methylsulfonylphenoxy)methyl]-2-methylpyrrolidin-1-yl]propan-2-yl]benzonitrile